(E)-4-[4-(5-methyl-2-phenyl-4-oxazolylmethoxy)benzyloxyimino]-4-Phenylbutyric acid CC1=C(N=C(O1)C1=CC=CC=C1)COC1=CC=C(CO\N=C(/CCC(=O)O)\C2=CC=CC=C2)C=C1